1,5-diazabicyclo[4.3.0]nonene-5-formate N12C=CCN(C2CCC1)C(=O)[O-]